magnesium benzenedisulfonate C=1(C(=CC=CC1)S(=O)(=O)[O-])S(=O)(=O)[O-].[Mg+2]